5-(difluoromethoxy)-8-fluoro-7-(hydroxymethyl)-3-methylquinoxalin-2(1H)-one FC(OC1=C2N=C(C(NC2=C(C(=C1)CO)F)=O)C)F